Cl.ClCCCN(C)C 3-chloro-N,N-dimethylpropan-1-amine hydrogen chloride